BrC=1C(=NC(=NC1)NC1=C(C=C(C(=C1)Cl)N1CCC(CC1)N1CCN(CC1)C)OC)NC1=C(C2=C(OCO2)C=C1)N(S(=O)(=O)C)C N-(5-((5-bromo-2-((5-chloro-2-methoxy-4-(4-(4-methylpiperazin-1-yl)piperidin-1-yl)phenyl)Amino)pyrimidin-4-yl)amino)benzo[d][1,3]dioxol-4-yl)-N-methylmethanesulfonamide